6-chloroquinolin-2(1H)-one hydrochloride Cl.ClC=1C=C2C=CC(NC2=CC1)=O